BrC=1C=C(C2=C(N(N=N2)CC(F)F)C1)F 6-bromo-1-(2,2-difluoroethyl)-4-fluoro-1H-benzo[d][1,2,3]triazole